NC1=NC=2C=C(C(=CC2C2=C1COC2)C(=O)N(CC2=NC=C(C=C2)C#CC(C)(C)O)CC)Cl 4-amino-7-chloro-N-ethyl-N-{[5-(3-hydroxy-3-methylbut-1-ynyl)pyridin-2-yl]methyl}-1,3-dihydrofuro[4,3-c]quinoline-8-carboxamide